trifluoromethanesulfonic acid iodonium salt [IH2+].FC(S(=O)(=O)[O-])(F)F